C(C)C1=NC(=NO1)C=1C=C2CC[C@H](C2=CC1)NC(=O)C=1N=NN(N1)C (R)-N-(5-(5-ethyl-1,2,4-oxadiazol-3-yl)-2,3-dihydro-1H-inden-1-yl)-2-methyl-2H-tetrazole-5-carboxamide